tert-butyl 4,4-difluoro-3-(6-methoxy-5-(morpholinomethyl)pyridin-3-yl)piperidine-1-carboxylate FC1(C(CN(CC1)C(=O)OC(C)(C)C)C=1C=NC(=C(C1)CN1CCOCC1)OC)F